pentyl-L-cysteine methyl ester COC([C@@H](NCCCCC)CS)=O